2-chloro-6-((1-methylpiperidin-4-yl)oxy)pyridine ClC1=NC(=CC=C1)OC1CCN(CC1)C